FC1=C2C(OC(C2=CC=C1F)=O)[Se]C1=CC=CC=C1 4,5-difluoro-3-(phenylseleno)isobenzofuran-1(3H)-one